6,6a,7,8,9,10-hexahydro-5H-pyrazino[1,2-a][1,8]naphthyridine-3-carbonitrile N1=CC(=CC=2CCC3N(C12)CCNC3)C#N